1-myristyl-2-hydroxy-sn-glycerol C(CCCCCCCCCCCCC)OC[C@@H](OO)CO